CC=1N=C(NC1C)CCN [2-(4,5-dimethyl-1H-imidazol-2-yl)ethyl]amin